C(#N)C1=CC=C(C=C1)C(=O)N[C@H](C(=O)N1CCN(CC1)CC(=O)OCC)CCCN[C@H]1[C@@H](C1)C1=CC=C(C=C1)F Ethyl 2-[4-[(2S)-2-[(4-cyanophenyl)formamido]-5-[[(1R,2S)-2-(4-fluorophenyl)cyclopropyl] amino]pentanoyl]piperazin-1-yl]acetate